C(CCCCCC(=O)O)(=O)O.C(CCCCCCC)OC(CCC(=O)OCC(CO)CO)OCCCCCCCC 3-hydroxy-2-(hydroxymethyl)propyl 4,4-bis(octyloxy)butanoate heptanedioate